2-(aminomethyl)-N-(1-(naphthalen-1-yl)cyclopropyl)benzamide TFA salt OC(=O)C(F)(F)F.NCC1=C(C(=O)NC2(CC2)C2=CC=CC3=CC=CC=C23)C=CC=C1